N-cyclopropyl-6-((1-methyl-5-(methylcarbamoyl)-1H-pyrazol-4-yl)amino)-8-(methylamino)imidazo[1,2-b]Pyridazine-3-carboxamide C1(CC1)NC(=O)C1=CN=C2N1N=C(C=C2NC)NC=2C=NN(C2C(NC)=O)C